FC=1C=C2C(=CNC(C2=CC1F)=O)C(C)N(C(=O)C=1NC2=CC=C(C(=C2C1)F)F)C N-(1-(6,7-difluoro-1-oxo-1,2-dihydroisoquinolin-4-yl)ethyl)-4,5-difluoro-N-methyl-1H-indole-2-carboxamide